C1(=CC=CC=C1)C1=NN(C(=C1CC)O)C1=NC=CC=C1 phenyl-4-ethyl-1-(pyridin-2-yl)-1H-pyrazol-5-ol